ClC1=C(C#N)C(=C(C(=C1C(=O)C1CC1)F)[Si](CC)(CC)CC)F 2-chloro-3-(cyclopropanecarbonyl)-4,6-difluoro-5-(triethylsilyl)benzonitrile